(5-fluoro-2-(methoxymethoxy)phenyl)-2-(6-(4-(1-methylpiperidin-4-yl)phenyl)-4-oxopyrido[3,2-d]pyrimidin-3(4H)-yl)acetic acid FC=1C=CC(=C(C1)C(C(=O)O)N1C=NC2=C(C1=O)N=C(C=C2)C2=CC=C(C=C2)C2CCN(CC2)C)OCOC